(S)-4-(5-(3-((2-((S)-3-carboxybutanoyl)-4,7-difluoro-6-methoxy-isoindolin-5-yl)oxy)propoxy)-7-chloro-4-fluoro-6-methoxybenzo[b]thiophen-2-yl)-2-methyl-4-oxobutanoic acid C(=O)(O)[C@H](CC(=O)N1CC2=C(C(=C(C(=C2C1)F)OCCCOC1=C(C2=C(SC(=C2)C(C[C@@H](C(=O)O)C)=O)C(=C1OC)Cl)F)OC)F)C